ammonium pentadecyl (R)-(((1-(6-amino-9H-purin-9-yl) propan-2-yl) oxy) methyl) phosphonate P(OCCCCCCCCCCCCCCC)(OCO[C@@H](CN1C2=NC=NC(=C2N=C1)N)C)=O.[NH4+]